tert-butyl (4-(2-(4-(3-((2,6-dioxopiperidin-3-yl)carbamoyl)phenyl)piperazin-1-yl)ethyl)piperidin-1-yl)carbamate O=C1NC(CCC1NC(=O)C=1C=C(C=CC1)N1CCN(CC1)CCC1CCN(CC1)NC(OC(C)(C)C)=O)=O